(3-methoxyphenyl)-N-methyl-[1,2,4]triazolo[4,3-a]quinazolin-5-amine COC=1C=C(C=CC1)C1=NN=C2N1C1=CC=CC=C1C(=N2)NC